(1r,4S)-4-(8-(2,4-dichloro-6-fluorophenylamino)-2-((S)-tetrahydro-2H-pyran-3-ylamino)-9H-purin-9-yl)cyclohexanecarboxamide ClC1=C(C(=CC(=C1)Cl)F)NC=1N(C2=NC(=NC=C2N1)N[C@@H]1COCCC1)C1CCC(CC1)C(=O)N